C1(CCCC1)N1C(=CC2=C1N=C(N=C2)NC2=NC=C(C=C2)N2CCC(CC2)N2CCC(CC2)N2CCN(CC2)C2=CC=C(C=C2)C2C(NC(CC2)=O)=O)C(=O)N(C)C 7-cyclopentyl-2-((5-(4-(4-(4-(2,6-dioxopiperidin-3-yl)phenyl)-piperazin-1-yl)-[1,4'-bipiperidin]-1'-yl)pyridin-2-yl)amino)-N,N-dimethyl-7H-pyrrolo[2,3-d]-pyrimidine-6-carboxamide